5-(2-aminopyrimidin-5-yl)tetrahydrofuran-3-yl (4-nitrophenyl) carbonate C(OC1COC(C1)C=1C=NC(=NC1)N)(OC1=CC=C(C=C1)[N+](=O)[O-])=O